FC(C1=NC(=NO1)C=1C=CC(=NC1)CC(C(=O)N1CCS(CC1)=O)C1=CC(=CC=C1)C(F)(F)F)(F)F 4-(3-{5-[5-(trifluoromethyl)-1,2,4-oxadiazol-3-yl]pyridin-2-yl}-2-[3-(trifluoromethyl)phenyl]propanoyl)-1lambda~4~,4-thiazinan-1-one